trans-3-((4-(4-fluoro-2-methyl-1H-indol-5-yloxy)-6-methoxyquinolin-7-yloxy)methyl)cyclobutylamine hydrochloride Cl.FC1=C2C=C(NC2=CC=C1OC1=CC=NC2=CC(=C(C=C12)OC)OC[C@@H]1C[C@H](C1)N)C